NC=1C=C(C=C(C1)F)NC(=O)C1=NN(C(=C1)C)CC N-(3-amino-5-fluorophenyl)-1-ethyl-5-methyl-1H-pyrazole-3-carboxamide